C(C)(=O)OC1CCC2C=CCC2C1=C 7-methylene-3a,4,5,6,7,7a-hexahydro-6-indenyl acetate